(R)-3,3'-dimethoxy-1,1'-binaphthol phosphate P(=O)(O)(O)OC=1C(=C2C=CC=CC2=CC1OC)C1=CC(=CC2=CC=CC=C12)OC